5-[3-[2-fluoro-4-[3-(1-piperidinyl)prop-1-ynyl]phenoxy]propyl]thiazole-4-carboxylic acid FC1=C(OCCCC2=C(N=CS2)C(=O)O)C=CC(=C1)C#CCN1CCCCC1